(R)-5-(3-(4-fluorophenyl)ureido)-2-methyl-N-(1-(naphthalen-1-yl)ethyl)benzamide FC1=CC=C(C=C1)NC(NC=1C=CC(=C(C(=O)N[C@H](C)C2=CC=CC3=CC=CC=C23)C1)C)=O